4-(bromomethyl)-N-(methylsulfonyl)benzamide BrCC1=CC=C(C(=O)NS(=O)(=O)C)C=C1